(4-(2-(aminomethyl)-7-chlorobenzo[d]oxazol-5-yl)phenyl)(3,3-difluoroazetidin-1-yl)methanone NCC=1OC2=C(N1)C=C(C=C2Cl)C2=CC=C(C=C2)C(=O)N2CC(C2)(F)F